C(C)OC(=O)C=1N=C(N(C(C1OC)=O)C)C(C(C=1C=NN(C1)C(F)F)C1=C(C=CC=C1)C#N)C 2-(1-(2-cyanophenyl)-1-(1-(difluoromethyl)-1H-pyrazol-4-yl)propan-2-yl)-5-methoxy-1-methyl-6-oxo-1,6-dihydropyrimidine-4-carboxylic acid ethyl ester